Tert-butyl ((9R,12S,15S,18S)-9-((cyclopropylsulfonyl)carbamoyl)-12,15-dimethyl-3,11,14,17-tetraoxo-18-palmitamido-1-phenyl-2-oxa-4,10,13,16-tetraazadocosan-22-yl)carbamate C1(CC1)S(=O)(=O)NC(=O)[C@@H](CCCCNC(OCC1=CC=CC=C1)=O)NC([C@@H](NC([C@@H](NC([C@H](CCCCNC(OC(C)(C)C)=O)NC(CCCCCCCCCCCCCCC)=O)=O)C)=O)C)=O